methyl 3-(N-((5-(5-(difluoromethyl)-1,3,4-oxadiazol-2-yl)thiazol-2-yl)methyl)ethylsulfonamido)benzoate FC(C1=NN=C(O1)C1=CN=C(S1)CN(S(=O)(=O)CC)C=1C=C(C(=O)OC)C=CC1)F